C(C)OC(C(CC1=CC=C(C=C1)Cl)N(CC)C(=O)OCC)=O 3-(4-chlorophenyl)-2-((ethoxycarbonyl)(ethyl)amino)propionic acid ethyl ester